NC1=C(C=C(C=C1)C1=NN(C2=NC=NC(=C21)N)C(C)C)F 3-(4-amino-3-fluorophenyl)-1-isopropyl-1H-pyrazolo[3,4-d]Pyrimidine-4-amine